CN1N=CC=2C1=NC(=NC2NC2=NNC(=C2)C)NC2CC1CCCC(C2)N1C(=O)C1=NC=CC=C1 ((3-exo)-3-((1-methyl-4-((5-methyl-1H-pyrazol-3-yl)amino)-1H-pyrazolo[3,4-d]pyrimidin-6-yl)amino)-9-azabicyclo[3.3.1]nonan-9-yl)(pyridin-2-yl)methanone